di-iso-propyl-ethyl-ammonium C(C)(C)[NH+](CC)C(C)C